N[C@H]1C[C@H](N(C1)C1=C(C=CC(=C1)C=1C=NC=CC1C#N)C=1C(=NC(=NC1)C1=C(C=CC=C1OC)F)C(=O)N)C(C)(C)O (2-((2S,4S)-4-amino-2-(2-hydroxy-prop-2-yl)pyrrolidin-1-yl)-4-(4-cyanopyridin-3-yl)phenyl)-2-(2-fluoro-6-methoxyphenyl)pyrimidine-4-carboxamide